C(C)OC(=O)C=1OC2=C(C1C(F)(F)F)C(CC1(CCC1)C2)=O 4-oxo-3-(trifluoromethyl)-4,7-dihydro-5H-spiro[[1]benzofuran-6,1'-cyclobutane]-2-carboxylic acid ethyl ester